COC(=O)C=1N(C(=NC1I)C=C)C 5-iodo-3-methyl-2-vinylimidazole-4-carboxylic acid methyl ester